C(=O)(O)C1=C(C=C(C=C1)C(=O)O)B(O)O (2,5-dicarboxyphenyl)boronic acid